C(C=C)NCCCCCCCCCCCC allyl-dodecylamine